C12(CCC(CC1)C2)C2=CC=C(C=C2)C2=NC(=NC(=C2)Cl)C2=CC=CC=C2 4-(4-(bicyclo[2.2.1]heptane-1-yl)phenyl)-6-chloro-2-phenylpyrimidine